C1(CCC1)[C@](C)(O)C1=CC=2C(=NC(=CC2C2=CC=NN2C)C2=CC=3C(N=C2)=NN(C3)C)S1 (1S)-1-cyclobutyl-1-(6-(2-methyl-2H-pyrazolo[3,4-b]pyridin-5-yl)-4-(1-methyl-1H-pyrazol-5-yl)thieno[2,3-b]pyridin-2-yl)ethanol